BrC=1SC=C(N1)C(=O)NC=1C(=NN(C1)[C@@H]1CC[C@H](CC1)OCC)C1=NC=CC=C1 2-bromo-N-(1-((trans)-4-ethoxycyclohexyl)-3-(pyridin-2-yl)-1H-pyrazol-4-yl)thiazole-4-carboxamide